3-(3-((2-(3-((6-Fluoro-4-(methylsulfonyl)-1-tosyl-1H-indol-5-yl)oxy)phenyl)thiazol-4-yl)methyl)phenyl)propanoic acid FC1=C(C(=C2C=CN(C2=C1)S(=O)(=O)C1=CC=C(C)C=C1)S(=O)(=O)C)OC=1C=C(C=CC1)C=1SC=C(N1)CC=1C=C(C=CC1)CCC(=O)O